ClC1=C2C=C(NC2=C(C(=C1)F)Cl)C(=O)OC methyl 4,7-dichloro-6-fluoro-1H-indole-2-carboxylate